N-[2-[(2-Aminoethyl)dithio]ethyl]-2-methyl-2-propenamide, hydrochloride Cl.NCCSSCCNC(C(=C)C)=O